3-(3-Cyano-4-fluorophenyl)-1-(1-(6,7-difluoro-1-oxo-1,2-dihydroisoquinolin-4-yl)ethyl)-1-methylurea C(#N)C=1C=C(C=CC1F)NC(N(C)C(C)C1=CNC(C2=CC(=C(C=C12)F)F)=O)=O